didodecyl-butane tetraformate C(=O)O.C(=O)O.C(=O)O.C(=O)O.C(CCCCCCCCCCC)C(C(C)CCCCCCCCCCCC)C